C(N)(=O)[C@@H]1C[C@@]2(CN1C([C@H](CC(C)C)N(C(OC(C)(C)C)=O)C)=O)C(NC1=CC=CC=C12)=O tert-butyl ((S)-1-((3R,5'S)-5'-carbamoyl-2-oxospiro[indole-3,3'-pyrrolidin]-1'-yl)-4-Methyl-1-oxopent-2-yl)(methyl)carbamate